(R) or (S)-phenylethane C1(=CC=CC=C1)CC